[Si]=O.[Au] gold-silicon oxide